C(CCCCCCCCCCC)C1=C(C=CC=C1)OC(NC1=CC=CC=C1)=O N-phenyl-carbamic acid (dodecylphenyl) ester